Tri(t-butyl) phosphite P(OC(C)(C)C)(OC(C)(C)C)OC(C)(C)C